The molecule is a member of triazoles, a triazole antifungal drug and a conazole antifungal drug. It has a role as a prodrug. It derives from a fluconazole. C1=CC(=C(C=C1F)F)C(CN2C=NC=N2)(CN3C=NC=N3)OP(=O)(O)O